BrC1=CC=2N(C=C1)C=C(N2)C=O 7-BROMOIMIDAZO[1,2-A]PYRIDIN-2-CARBALDEHYDE